ClC=1C(=NC(=NC1)N1CCC(CC1)C1CN(CCC1)C1CC(C1)(C(=O)O)C)N[C@H](C)C1=C(C=C(C=C1)Cl)Cl 3-(1'-(5-chloro-4-(((R)-1-(2,4-dichlorophenyl)ethyl)amino)pyrimidin-2-yl)-[3,4'-bipiperidin]-1-yl)-1-methylcyclobutane-1-carboxylic acid